NC1(CCCCC1)CNC1=NC(=C2C(=N1)N(N=C2)C)NC2=CC=C(C=C2)C(F)(F)F N6-[(1-aminocyclohexyl)methyl]-1-methyl-N4-[4-(trifluoromethyl)phenyl]pyrazolo[3,4-d]pyrimidine-4,6-diamine